(1-ethyl-1,3-dihydrobenzo[c]isoxazol-3-yl)indolin-2,3-dione C(C)N1OC(C2=C1C=CC=C2)N2C(C(C1=CC=CC=C21)=O)=O